2-(methylpropyl)-2-oxazoline CC(CC)C=1OCCN1